S(=[Se])O selenosulfinic acid